CC1=CC=C(C=C1)S(=O)(=O)OCCOC1CCN(CC1)C1=NC=C(C(=N1)NC=1C=C2C=C(C(N(C2=CC1)C)=O)OCC(NC)=O)Cl 2-([1-[5-chloro-4-([1-methyl-3-[(methylcarbamoyl)methoxy]-2-oxo-1,2-dihydroquinolin-6-yl]amino)pyrimidin-2-yl]piperidin-4-yl]oxy)ethyl 4-methylbenzene-1-sulfonate